tert-Butyl 5-methoxy-4-((5-(4-(methoxycarbonyl)-2-(methylamino)phenyl)-6-azaspiro[2.5]octan-6-yl)methyl)-7-methyl-1H-indole-1-carboxylate COC=1C(=C2C=CN(C2=C(C1)C)C(=O)OC(C)(C)C)CN1C(CC2(CC2)CC1)C1=C(C=C(C=C1)C(=O)OC)NC